(2R,3R,4R,5R)-5-(2-amino-6-(cyclopropylamino)-9H-purin-9-yl)-2-(((tert-butyldiphenylsilyl)oxy)methyl)-4-fluoro-4-vinyltetrahydrofuran-3-ol NC1=NC(=C2N=CN(C2=N1)[C@H]1[C@]([C@@H]([C@H](O1)CO[Si](C1=CC=CC=C1)(C1=CC=CC=C1)C(C)(C)C)O)(C=C)F)NC1CC1